5-((7-((3-aminophenyl)amino)-3-isopropylpyrazolo[1,5-a]pyrimidin-5-yl)oxy)-2,2-Dimethylpiperidine-1-carboxylic acid tert-butyl ester C(C)(C)(C)OC(=O)N1C(CCC(C1)OC1=NC=2N(C(=C1)NC1=CC(=CC=C1)N)N=CC2C(C)C)(C)C